BrC=1C=NC=C(C1)OC(F)(F)F 3-Bromo-5-(trifluoro-methoxy)pyridine